C(C)N(C1=CC(=C(C=C1)C1(OC(C=2C1=NC=CC2)=O)C2=C(N(C1=CC=CC=C21)CC)C)OCCCCCC)CC 7-(4-diethylamino-2-hexyloxy-phenyl)-7-(1-ethyl-2-methyl-1H-indol-3-yl)-7H-furo(3,4-b)pyridin-5-one